Cl.C(C1=CC=CC=C1)OC(N)=O carbamic acid benzyl ester hydrochloride